zinc, calcium salt [Ca].[Zn]